(2R,4R)-2-(6-fluoro-1H-indol-3-yl)methyl-4-hydroxypyrrolidine-1-carboxylic acid benzyl ester C(C1=CC=CC=C1)OC(=O)N1[C@@H](C[C@H](C1)O)CC1=CNC2=CC(=CC=C12)F